C1(CCCCC1)OC1=NC(=NC(=N1)N1N=CC=C1)NCN1CCOCC1 4-(cyclohexyloxy)-N-(morpholinomethyl)-6-(1H-pyrazol-1-yl)-1,3,5-triazin-2-amine